4-bromo-2,7-di-t-butylacridin-9(10H)-one BrC1=CC(=CC=2C(C3=CC(=CC=C3NC12)C(C)(C)C)=O)C(C)(C)C